methyl 4-(3-(5-(difluoromethyl)-1,3,4-thiadiazol-2-yl)-6-(N-(1-methylcyclopropyl)sulfamoyl)imidazo[1,2-a]pyridin-8-yl)piperazine-1-carboxylate FC(C1=NN=C(S1)C1=CN=C2N1C=C(C=C2N2CCN(CC2)C(=O)OC)S(NC2(CC2)C)(=O)=O)F